1-(2,2,2-trifluoroacetyl)-1,7-diazaspiro[3.5]nonane-7-carboxylic acid tert-butyl ester C(C)(C)(C)OC(=O)N1CCC2(CCN2C(C(F)(F)F)=O)CC1